N-((2,6-Diisopropylphenyl)carbamoyl)-2,4,6-trimethylpiperazin-1-sulfonamid C(C)(C)C1=C(C(=CC=C1)C(C)C)NC(=O)NS(=O)(=O)N1C(CN(CC1C)C)C